C(C1=CC=CC=C1)OC1=NC=C(C=C1)O[Si](C)(C)C(C)(C)C 2-(benzyloxy)-5-[(tert-butyldimethylsilyl)oxy]pyridine